OC(=O)C(F)(F)F.C1(CC1)NC(=O)C=1OC=CN1 N-cyclopropyloxazole-2-carboxamide TFA salt